6-(4-((2S,4R)-1-(2-(3-acetyl-5-(2-methylpyrimidin-5-yl)-1H-indazol-1-yl)acetyl)-4-fluoropyrrolidine-2-carboxamido)piperidin-1-yl)nicotinic acid C(C)(=O)C1=NN(C2=CC=C(C=C12)C=1C=NC(=NC1)C)CC(=O)N1[C@@H](C[C@H](C1)F)C(=O)NC1CCN(CC1)C1=NC=C(C(=O)O)C=C1